3-Chlorobenzyl ((2S)-1-((1-(8-acetyl-2-oxo-1,8-diazaspiro[4.5]decan-3-yl)-3-oxopropan-2-yl)amino)-4-methyl-1-oxopentan-2-yl)carbamate C(C)(=O)N1CCC2(CC(C(N2)=O)CC(C=O)NC([C@H](CC(C)C)NC(OCC2=CC(=CC=C2)Cl)=O)=O)CC1